methyl (S)-3-((tert-butyldimethylsilyl)oxy)-2-(1,1-dioxidothiomorpholino)propanoate [Si](C)(C)(C(C)(C)C)OC[C@@H](C(=O)OC)N1CCS(CC1)(=O)=O